(S)-5-(4,4,5,5-tetramethyl-1,3,2-dioxaborolan-2-yl)-2-(2-(trifluoromethyl)pyrrolidin-1-yl)pyrimidine CC1(OB(OC1(C)C)C=1C=NC(=NC1)N1[C@@H](CCC1)C(F)(F)F)C